COC1N(C2(CC2)CC1)C(=O)OC(C)(C)C tert-butyl 5-methoxy-4-azaspiro[2.4]heptane-4-carboxylate